N1(C=NC=C1)C[C@@]12C(=CC[C@H]1[C@@H]1CC=C3CCCC[C@]3(C)[C@H]1CC2)N2C=NC1=C2C=CC=C1 1H-imidazole-1-yl-17-(1H-benzimidazole-1-yl)androsta-5,16-diene